NCCNC(CN1CCN(CCN(CCN(CC1)CC(=O)[O-])CC(=O)[O-])CC(=O)[O-])=O 10-(2-((2-aminoethyl) amino)-2-oxoethyl)-1,4,7,10-tetraazacyclododecane-1,4,7-triacetate